FC(C(=O)[O-])(C1=CC=CC=C1)C1=CC=CC=C1 2-fluoro-2,2-diphenylacetate